(S)-5-(3-(3H-Benzo[d]imidazol-5-yl)-2-oxooxazolidin-4-yl)-2-(3,3-difluoropyrrolidin-1-yl)benzonitril N1=CNC2=C1C=CC(=C2)N2C(OC[C@@H]2C=2C=CC(=C(C#N)C2)N2CC(CC2)(F)F)=O